COC(C1=C(C(=CC=C1)O)O)=O 2,3-Dihydroxybenzoic acid methyl ester